C(C)OC(=O)C1=C(CCCC1)C=1C(=CC2=C(OCCC3=C2SC=C3)C1)C(=O)OCC[Si](C)(C)C 2-(trimethylsilyl)ethyl 8-(2-(ethoxycarbonyl)cyclohex-1-en-1-yl)-4,5-dihydrobenzo[b]thieno[2,3-d]oxepine-9-carboxylate